CC1=C(C(=CC(=C1)N1C2=C(CCCC1)SC(=C2)C)C)NC(CC(C)(C)C)=O N-(2,6-dimethyl-4-(2-methyl-5,6,7,8-tetrahydro-4H-thieno[3,2-b]azepin-4-yl)phenyl)-3,3-dimethylbutanamide